C(CCCCC)C=1C=C2C(=CC(=NC2=CC1)OC(C(=O)OCC)C)C1=CC=CC=C1 ethyl 2-((6-hexyl-4-phenylquinolin-2-yl)oxy)propanoate